3-Methyl-N-(4-oxazolo[5,4-b]pyridin-2-ylphenyl)oxetan-3-carboxamid CC1(COC1)C(=O)NC1=CC=C(C=C1)C=1OC2=NC=CC=C2N1